Methyl-5-(4-((7-ethyl-6-oxo-5,6-dihydro-1,5-naphthyridin-3-yl)methyl)piperazin-1-yl)picolinate COC(C1=NC=C(C=C1)N1CCN(CC1)CC=1C=NC=2C=C(C(NC2C1)=O)CC)=O